(R)-2-(1-benzyl-3-(3-methoxypropyl)-2-oxoindol-3-yl)acetic acid C(C1=CC=CC=C1)N1C([C@](C2=CC=CC=C12)(CCCOC)CC(=O)O)=O